CC(C=C)(CCCC)O 3,6-dimethyl-1-hexen-3-ol